(R)-(2-oxo-1-phenyl-2-(4-(3-(trifluoromethyl)phenyl)piperazin-1-yl)ethyl)carbamic acid tert-butyl ester C(C)(C)(C)OC(N[C@@H](C(N1CCN(CC1)C1=CC(=CC=C1)C(F)(F)F)=O)C1=CC=CC=C1)=O